6,7-difluoro-5-[4-fluoro-3-(1H-1,2,4-triazol-3-yl)phenoxy]-4-methylsulfanyl-1-(p-tolylsulfonyl)indole FC1=C(C(=C2C=CN(C2=C1F)S(=O)(=O)C1=CC=C(C=C1)C)SC)OC1=CC(=C(C=C1)F)C1=NNC=N1